ClC=1C=C(NC2(CCC3(C(CC4=CC=CC=C34)C[C@H](COC3=CC=NC=4CCC[C@H](C34)C)C)CC2)C(=O)O)C=C(C1)C 4-(3-chloro-5-methylanilino)-2'-[(2R)-2-methyl-3-{[(5R)-5-methyl-5,6,7,8-tetrahydroquinolin-4-yl]oxy}propyl]-2',3'-dihydrospiro[cyclohexane-1,1'-indene]-4-carboxylic acid